2-(6-(2-aminocyclopropyl)-3-methylpyridin-2-yl)propanol tert-butyl-(3R,4R)-4-amino-3-methylpiperidine-1-carboxylate C(C)(C)(C)C1N(CC[C@H]([C@H]1C)N)C(=O)OCC(C)C1=NC(=CC=C1C)C1C(C1)N